(2S,4r)-1-[(2S)-3,3-dimethyl-2-[4-[3-(methylamino)phenyl]triazol-1-yl]butyryl]-4-hydroxy-N-methyl-pyrrolidine-2-carboxamide CC([C@@H](C(=O)N1[C@@H](C[C@H](C1)O)C(=O)NC)N1N=NC(=C1)C1=CC(=CC=C1)NC)(C)C